(+)-N-(2-(dimethylamino)-2-phenylethyl)isoindoline-2-carboxylic acid amide CN(C(CNC(=O)N1CC2=CC=CC=C2C1)C1=CC=CC=C1)C